ClC=1C=CC(=C(C(=O)N)C1)S(N[C@@H]([C@H](C([2H])([2H])[2H])C1=C(C(=CC=C1F)C)C)C=1OC(NN1)=O)(=O)=O 5-Chloro-2-[[(1S,2R)-3,3,3-trideuterio-2-(6-fluoro-2,3-dimethylphenyl)-1-(5-oxo-4,5-dihydro-1,3,4-oxadiazol-2-yl)propyl]sulfamoyl]benzamid